C(C)(C)(C)OC(=O)N1C[C@@H]2N(CC[C@@H]2[C@H]1C)C(=O)C=1OC(=CN1)C1=CC=[N+](C=C1)[O-] |r| Rac-4-(2-((3aR,4R,6aR)-5-(tert-butoxycarbonyl)-4-methyloctahydropyrrolo[3,4-b]pyrrole-1-carbonyl)oxazol-5-yl)pyridine 1-oxide